2-ethyl-N,N-dimethylpiperidinium C(C)C1[N+](CCCC1)(C)C